2-(1H-benzoimidazol-2-yl)-2-cyano-N-phenylethanimine N1C(=NC2=C1C=CC=C2)C(C=NC2=CC=CC=C2)C#N